C(CCCCCCCCCCCCCCCCCCCC)C1=C(C=CC=C1)O heneicosanyl-phenol